CN1N=CC2=CC=C(C=C12)C=1C2=C(NN1)C1=C(C2)SC(=C1)N1C(COCC1)=O 4-(3-(1-Methyl-1H-indazol-6-yl)-1,4-dihydrothieno[2',3':4,5]cyclopenta[1,2-c]pyrazol-6-yl)morpholin-3-one